FC=1C=C(C=C(C1)OCC(F)(F)F)C1(CC1)N 1-(3-fluoro-5-(2,2,2-trifluoroethoxy)phenyl)cyclopropan-1-amine